(1-(2-(4-(2,3-Dimethylphenyl)piperazin-1-yl)ethyl)-1H-indazol-3-yl)(pyrrolidin-1-yl)methanon CC1=C(C=CC=C1C)N1CCN(CC1)CCN1N=C(C2=CC=CC=C12)C(=O)N1CCCC1